[2-({3-[2-(4-chloro-3-fluorophenoxy)acetamido]bicyclo[1.1.1]pent-1-yl}carbamoyl)-1,2,3,4-tetrahydroisoquinolin-1-yl]acetic acid ClC1=C(C=C(OCC(=O)NC23CC(C2)(C3)NC(=O)N3C(C2=CC=CC=C2CC3)CC(=O)O)C=C1)F